C(CCCCCCCCC)(=O)NC(C(=O)N[C@@H](CC(C)C)C(=O)N[C@@H](C(C)C)C(=O)O)CC1=CC=CC2=CC=CC=C12 2-decanoylamino-3-(1-naphthyl)propionyl-leucyl-valine